9-(4-chloro-6-(3-(triphenylsilyl)phenyl)-1,3,5-triazin-2-yl)-9H-carbazole-1,2,3,4,5,6,7,8-d8 ClC1=NC(=NC(=N1)C1=CC(=CC=C1)[Si](C1=CC=CC=C1)(C1=CC=CC=C1)C1=CC=CC=C1)N1C2=C(C(=C(C(=C2C=2C(=C(C(=C(C12)[2H])[2H])[2H])[2H])[2H])[2H])[2H])[2H]